Cl.N[C@H](C(=O)N1[C@@H]([C@H]2C([C@H]2C1)(C)C)C(=O)NC(C(C(=O)OCC)O)CC1CC1)C(C)(C)C ethyl 3-((1R,2S,5S)-3-((S)-2-amino-3,3-dimethylbutanoyl)-6,6-dimethyl-3-azabicyclo[3.1.0]hexane-2-carboxamido)-4-cyclopropyl-2-hydroxybutanoate hydrochloride